BrC=1C=NN(C1)C=1C(=CC(=C(C(=O)NC2CC2)C1)F)C 5-(4-bromo-1H-pyrazol-1-yl)-N-cyclopropyl-2-fluoro-4-methylbenzamide